tert-butyl N-[(1S,3R)-3-{[2'-(benzyloxy)-3',6-difluoro-[1,1'-biphenyl]-3-yl]methyl}-3-[4-(hydroxymethyl)-1,3-oxazol-2-yl]cyclopentyl]carbamate C(C1=CC=CC=C1)OC1=C(C=CC=C1F)C1=CC(=CC=C1F)C[C@]1(C[C@H](CC1)NC(OC(C)(C)C)=O)C=1OC=C(N1)CO